silicon-boron oxide [B]=O.[Si]